tert-butyl N-[1-(7-bromo-5-{[2-(trimethylsilyl)ethoxy] methyl}-5H-pyrrolo[2,3-b]pyrazin-3-yl)-4-methylpiperidin-4-yl]carbamate BrC1=CN(C2=NC(=CN=C21)N2CCC(CC2)(C)NC(OC(C)(C)C)=O)COCC[Si](C)(C)C